(E)-N-((4'-Methoxy-[1,1'-biphenyl]-4-yl)methyl)-N-(4-(2-(oxazol-2-yl)vinyl)pyridin-2-yl)tetrahydro-2H-pyran-4-carboxamide COC1=CC=C(C=C1)C1=CC=C(C=C1)CN(C(=O)C1CCOCC1)C1=NC=CC(=C1)\C=C\C=1OC=CN1